CC1(CC(CC(C1)C)C)C(=O)O 1,3,5-trimethylcyclohexane-1-carboxylic acid